3,5-bis(3-aminophenoxy)benzoic acid NC=1C=C(OC=2C=C(C(=O)O)C=C(C2)OC2=CC(=CC=C2)N)C=CC1